C(C)(=O)N1C2CC(C(C1)C2)COC2=NC=CC(=C2)CNC=2C=C1C=CN=C(C1=CC2)NC(OC)=O methyl (6-(((2-((2-acetyl-2-azabicyclo[2.2.1]heptan-5-yl)methoxy)pyridin-4-yl)methyl)amino)isoquinolin-1-yl)carbamate